6-Chlorohexylisocyanat ClCCCCCCN=C=O